N-cyclohexyl-N-ethyl-3-[2-(trans-4-ethylcyclohexyl)-5-(trifluoromethyl)-1H-benzimidazol-1-yl]propanamide C1(CCCCC1)N(C(CCN1C(=NC2=C1C=CC(=C2)C(F)(F)F)[C@@H]2CC[C@H](CC2)CC)=O)CC